C1(=CC=CC=C1)CCC(O)(C1CC(CCC1C(C)C)C)C1CC(CCC1C(C)C)C phenylethyl-dimenthyl-carbinol